C(#N)C=1C(=NC(=CC1C(F)(F)F)C)N1[C@@H](C2=CC=CC=C2C1)C(=O)N(C=1C=C(C=CC1)C)C (S)-2-(3-cyano-6-methyl-4-(trifluoromethyl)pyridin-2-yl)-N-methyl-N-(m-tolyl)isoindoline-1-carboxamide